1-(((5s,7s)-3-(3,4-dimethylisoxazol-5-yl)-7-methyl-2-oxo-1-oxa-3-azaspiro[4.5]decan-7-yl)methyl)-1H-benzo[d]imidazole-6-carbonitrile CC1=NOC(=C1C)N1C(O[C@]2(C1)C[C@@](CCC2)(C)CN2C=NC1=C2C=C(C=C1)C#N)=O